1-(6-(4-(5-chloro-6-methyl-1H-indazol-4-yl)-5-methyl-3-(thiazol-4-yl)-1H-pyrazol-1-yl)-2-azaspiro[3.3]heptan-2-yl)prop-2-en-1-one ClC=1C(=C2C=NNC2=CC1C)C=1C(=NN(C1C)C1CC2(CN(C2)C(C=C)=O)C1)C=1N=CSC1